(2R,4R)-1-(1-(3-chloro-2-fluorophenyl)cyclobutyl)-2-ethyl-4-((3-fluoro-6-((5-methyl-1H-pyrazol-3-yl)amino)pyridin-2-yl)methyl)piperidine-4-carboxylic acid ClC=1C(=C(C=CC1)C1(CCC1)N1[C@@H](C[C@@](CC1)(C(=O)O)CC1=NC(=CC=C1F)NC1=NNC(=C1)C)CC)F